O=C(CNC(OC(C)(C)C)=O)N1CCN(CC1)CC#C tert-butyl (2-oxo-2-(4-(prop-2-yn-1-yl)piperazin-1-yl)ethyl)carbamate